8-amino-N-[4-(2-amino-2-oxoethyl)-1,3-thiazol-2-yl]-4,4-dimethyl-4,5-dihydro-1H-pyrazolo[4,3-H]quinazoline-3-carboxamide NC1=NC=2C3=C(C(CC2C=N1)(C)C)C(=NN3)C(=O)NC=3SC=C(N3)CC(=O)N